1-benzenesulfonyl-4-chloro-5-trifluoromethyl-1H-pyrrole C1(=CC=CC=C1)S(=O)(=O)N1C=CC(=C1C(F)(F)F)Cl